N=1NC(C(=CC1)C=1C(=O)OCC1)=O pyridazinonyl-butenolide